C(CCCCCCCCCCCCCCC(C)C)(=O)OCOC(CCCCCCCCCCCCCCC(C)C)=O methylene bis-isostearate